ClC=1C(=CC=C2N=CC(=NC12)C=1C=NN(C1)C1CCN(CC1)C(=O)OC(C)(C)C)OC=1C=CC2=C(N(C(=N2)C)COCC[Si](C)(C)C)C1 tert-Butyl 4-(4-(8-chloro-7-((2-methyl-1-((2-(trimethylsilyl)ethoxy)methyl)-1H-benzo[d]imidazol-6-yl)oxy)quinoxalin-2-yl)-1H-pyrazol-1-yl)piperidine-1-carboxylate